2-fluoro-8-methyl-8-(2-((2-(trimethylsilyl)ethoxy)methyl)-2H-1,2,3-triazol-4-yl)-7,8-dihydro-6H-cyclopenta[e]pyrazolo[1,5-a]pyrimidine-6-carbonitrile FC1=NN2C(N=CC3=C2C(CC3C#N)(C3=NN(N=C3)COCC[Si](C)(C)C)C)=C1